CC1CCC(C(C1)SCCC(=O)O)=C(C)C 3-((5-methyl-2-(propan-2-ylidene)cyclohexyl)thio)propanoic acid